CN(C=1C2=C(N=CN1)N(C=C2)COCC[Si](C)(C)C)[C@H]2CNCC[C@H]2C N-methyl-N-((3R,4R)-4-methylpiperidin-3-yl)-7-(((trimethylsilyl)ethoxy)methyl)-7H-pyrrolo[2,3-d]pyrimidin-4-amine